N-(6-(4-acetyl-1,4-diazepan-1-yl)-2,2-dimethyl-2,3-dihydrobenzo-furan-5-yl)pyrazolo[1,5-a]pyrimidine-3-carboxamide C(C)(=O)N1CCN(CCC1)C1=CC2=C(CC(O2)(C)C)C=C1NC(=O)C=1C=NN2C1N=CC=C2